COC(=O)C1=CC(=C2C(=N1)C=CN2)CN2C[C@H](C([C@H](C2)C)(F)F)C 7-(((3R,5S)-4,4-difluoro-3,5-dimethylpiperidin-1-yl)methyl)-1H-pyrrolo[3,2-b]pyridine-5-carboxylic acid methyl ester